6-Acetyl-3-amino-8-chloro-4-(7-fluoro-1H-indazol-4-yl)-7-methyl-1H-1,5-naphthyridin-2-one C(C)(=O)C=1N=C2C(=C(C(NC2=C(C1C)Cl)=O)N)C1=C2C=NNC2=C(C=C1)F